5-(1-(N-morpholinyl)ethyl)pyridin-2-amine N1(CCOCC1)C(C)C=1C=CC(=NC1)N